rac-N-((1R,2R)-2-((tert-butyldimethylsilyl)oxy)cyclohexyl)-3-chloro-5-methylaniline [Si](C)(C)(C(C)(C)C)O[C@H]1[C@@H](CCCC1)NC1=CC(=CC(=C1)C)Cl |r|